FC(OC=1C=NC=CC1C1(CC1)C(=O)NC(C(=O)O)CCN(CCCCC1=NC=2NCCCC2C=C1)CC(CF)OC)F 2-[[1-[3-(difluoromethoxy)-4-pyridyl]cyclopropanecarbonyl]amino]-4-[[3-fluoro-2-methoxy-propyl]-[4-(5,6,7,8-tetrahydro-1,8-naphthyridin-2-yl)butyl]amino]butanoic acid